6-((1-Hydroxycyclobutyl)ethynyl)-4-(6-(6-((6-methoxypyridin-3-yl)methyl)-3,6-diazabicyclo[3.1.1]Heptan-3-yl)pyridin-3-yl)pyrazolo[1,5-a]pyridine-3-carbonitrile OC1(CCC1)C#CC=1C=C(C=2N(C1)N=CC2C#N)C=2C=NC(=CC2)N2CC1N(C(C2)C1)CC=1C=NC(=CC1)OC